C(#N)[C@]1(CC12CC2)C=2C=C1C=C(N=CC1=CC2F)NC(=O)[C@@H]2[C@H](C2)C2=NC=CC=C2 (1S,2S)-N-(6-((S)-1-cyanospiro[2.2]pentan-1-yl)-7-fluoroisoquinolin-3-yl)-2-(pyridin-2-yl)cyclopropane-1-carboxamide